2-(bis(4-methoxybenzyl)amino)-3-phenylpropionic acid COC1=CC=C(CN(C(C(=O)O)CC2=CC=CC=C2)CC2=CC=C(C=C2)OC)C=C1